2-amino-4,7-dichloro-sulfonylnaphthol NC1=C(C2=CC(=CC=C2C(=C1)S(=O)(=O)Cl)S(=O)(=O)Cl)O